OC1=C(OC(=C1O)C(=O)O)C(=O)O 3,4-dihydroxyfuran-2,5-dicarboxylic acid